C(CCCCCCCCCCCCCCCCC)(=O)OC1CC(N(C(C1)(C)C)O)(C)C 1-oxyl-2,2,6,6-tetramethylpiperidin-4-yl stearate